N-(4-(3-chloro-2-methylphenyl)piperidin-4-yl)quinolin-7-amine ClC=1C(=C(C=CC1)C1(CCNCC1)NC1=CC=C2C=CC=NC2=C1)C